OC=1C=C2C(C=C(OC2=CC1)C1=CC(=C(C=C1)OC1=CC=CC=C1)C)=O 6-hydroxy-2-(3-methyl-4-phenoxyphenyl)-4H-chromen-4-one